2-(2-Methyl-2,3-dihydro-1H-perimidin-2-yl)ethanol CC1(NC=2C=CC=C3C=CC=C(N1)C23)CCO